C(C)(C)(C)OC(=O)N1OCC[C@H]1C1=NC(=CN=C1)C.Cl.CC1=CN=CC(=N1)[C@H]1NOCC1 (3S)-3-(6-Methylpyrazin-2-yl)isoxazolidine hydrochloride salt Tert-butyl-(S)-3-(6-methylpyrazin-2-yl)isoxazolidine-2-carboxylate